NC1=C(C=C(C=C1)F)N(S(=O)(=O)C)C N-(2-Amino-5-fluorophenyl)-N-methylmethanesulfonamide